COC1=C(C#N)C=CC(=C1)CC1CC2(CN(C2)C(=O)N2C[C@H](CC2)C2=NN=CN2)C1 2-Methoxy-4-[[2-[(3S)-3-(4H-1,2,4-triazol-3-yl)pyrrolidine-1-carbonyl]-2-azaspiro[3.3]heptan-6-yl]methyl]benzonitrile